C(C)(C)(C)OC(NC1CCN(CC1)C=1C(=CC2=C(C(C=3NC4=CC(=CC=C4C3C2=O)C#N)(C)C)C1)Br)=O [1-(9-Bromo-3-cyano-6,6-dimethyl-11-oxo-6,11-dihydro-5H-benzo[b]carbazol-8-yl)-piperidin-4-yl]-carbamic acid tert-butyl ester